5-fluoro-2-[(4-{7-[(1s,3s,4r)-5-methylene-2-azabicyclo[2.2.2]octane-3-carbonyl]-2,7-diazaspiro[3.5]non-2-yl}pyrimidin-5-yl)oxy]-N,N-di(prop-2-yl)benzamide FC=1C=CC(=C(C(=O)N(C(C)C)C(C)C)C1)OC=1C(=NC=NC1)N1CC2(C1)CCN(CC2)C(=O)[C@H]2N[C@@H]1CC([C@H]2CC1)=C